COC(=O)C=1C(=CC2=C(N(C([C@H](CS2)NC(=O)OC(C)(C)C)=O)CC2=CC=C(C=C2)C#N)C1)F (3R)-3-(tert-butoxycarbonylamino)-5-(4-cyanobenzyl)-8-fluoro-4-keto-2,3-dihydro-1,5-benzothiazepine-7-carboxylic acid methyl ester